FC(CN1C(NC(C=C1)=O)=O)F 1-(2,2-difluoroethyl)pyrimidine-2,4-dione